FC1=CC=C(C=C1)C1=NN=C(O1)C(=O)N1CC2=CC=CC=C2C(C1)C=1C=NN(C1)C [5-(4-fluorophenyl)-1,3,4-oxadiazol-2-yl]-[4-(1-methylpyrazol-4-yl)-3,4-dihydro-1H-isoquinolin-2-yl]methanone